(2-cyclopropyl-6-(5-((((4-fluorobutoxy) carbonyl) (methyl) amino) methyl)-1-methyl-1H-1,2,3-triazol-4-yl) pyridin-3-yloxy) cyclohexane-1-carboxylate C1(CCCCC1)C(=O)OOC=1C(=NC(=CC1)C=1N=NN(C1CN(C)C(=O)OCCCCF)C)C1CC1